FC=1C=C(C=CC1C1=NOC(=N1)C(F)(F)F)N=S(=O)(C(F)(F)F)C1=CC=C(C=C1)OC ((3-fluoro-4-(5-(trifluoromethyl)-1,2,4-oxadiazol-3-yl)phenyl)imino)(4-methoxyphenyl)(trifluoromethyl)-λ6-sulfanone